N1(CCC1)C1CCN(CC1)C1=C(C=C(C=C1)NC=1N=C(C2=C(N1)SC=C2C)NC=2C=C(C=CC2)C(C)(C)O)OC 2-(3-((2-((4-(4-(azetidin-1-yl)piperidin-1-yl)-3-methoxyphenyl)amino)-5-methylthieno[2,3-d]pyrimidin-4-yl)amino)phenyl)propan-2-ol